FC(C=1C=C(CN2C=CC3=CC=CC(=C23)NC(C=C)=O)C=CC1)(F)F N-(1-(3-(trifluoro-methyl)benzyl)-1H-indol-7-yl)acrylamide